4-[5-[(1S)-2-amino-1-hydroxyethyl]pyridin-2-yl]-3-[2-methyl-6-[(2S)-2-methylmorpholin-4-yl]pyrimidin-4-yl]oxybenzonitrile NC[C@@H](O)C=1C=CC(=NC1)C1=C(C=C(C#N)C=C1)OC1=NC(=NC(=C1)N1C[C@@H](OCC1)C)C